Cl.Cl.[Ru].N1=C(C=NC=C1)C1=NC=CN=C1.N1=C(C=NC=C1)C1=NC=CN=C1.N1=C(C=NC=C1)C1=NC=CN=C1 tris(2,2'-bipyrazinyl) ruthenium di(hydrochloride)